((tributylstannyl)oxy)propanol C(CCC)[Sn](OC(CC)O)(CCCC)CCCC